(6-(3-chlorobenzyl)pyridazin-3-yl)-1-methyl-6-oxo-1,6-dihydropyridine-3-carboxamide ClC=1C=C(CC2=CC=C(N=N2)C=2N(C(C=CC2C(=O)N)=O)C)C=CC1